Racemic-4-chloro-6-(2-isobutyl-6-methyl-phenyl)-5-methyl-pyrimidin-2-amine ClC1=NC(=NC(=C1C)C1=C(C=CC=C1C)CC(C)C)N